C(#N)CCC1=NN=C(S1)C1=CC(=C(C(=O)N([C@H]2CNCCC2)C2=NC=CC3=C2C(=CS3)C)C=C1)F 4-[5-(2-cyanoethyl)-1,3,4-thiadiazol-2-yl]-2-fluoro-N-(3-methylthieno[3,2-c]pyridin-4-yl)-N-[(3R)-3-piperidyl]benzamide